FC1=C(CC2(CCC2)CNC(=O)C=2NC(C=NC2)=O)C=C(C=C1)F N-((1-(2,5-difluorobenzyl)cyclobutyl)methyl)-6-oxo-1,6-dihydropyrazine-2-carboxamide